C(#N)C1=C(C=CC=C1)[C@@H]([C@H](C)C=1N(C(C(=C(N1)C(=O)NC=1C=NOC1)O)=O)C)C=1C(=NN(C1)CC)C 2-((1R,2S)-1-(2-cyanophenyl)-1-(1-ethyl-3-methyl-1H-pyrazol-4-yl)propan-2-yl)-5-hydroxy-N-(isoxazol-4-yl)-1-methyl-6-oxo-1,6-dihydropyrimidine-4-carboxamide